N1(CCNCC1)C1=CC=C(C=C1)C1=NC2=C(N1)C=CC(=C2)N 2-(4-(piperazin-1-yl)phenyl)-1H-benzo[d]imidazol-5-amine